N1C=C(C2=CC=CC=C12)CCN(S(=O)C(F)(F)F)C N-(2-(1H-indol-3-yl)ethyl)-1,1,1-trifluoro-N-methylmethanesulfinamide